CC1=C(C(=CC=C1)C)N1C(N(C2=CC=CC=C2C1=O)CC1=CC=C(C(=O)NO)C=C1)=O 4-((3-(2,6-dimethylphenyl)-2,4-dioxo-3,4-dihydroquinazolin-1(2H)-yl)methyl)-N-hydroxybenzamide